BrC1=CC(=C(C(=C1)F)[C@H]1N([C@@H](CC=2C=C3C(=CC12)OCO3)C)CC(F)(F)F)F (5S,7R)-5-(4-bromo-2,6-difluorophenyl)-7-methyl-6-(2,2,2-trifluoroethyl)-5,6,7,8-tetrahydro-[1,3]dioxolano[4,5-g]isoquinoline